FC(OC=1C(=C(C#N)C(=CC1)C)F)F 3-(difluoromethoxy)-2-fluoro-6-methylbenzonitrile